CS(=O)(=O)NC=1C=CC=NC1 5-(methylsulfonylamino)pyridine